(1r,4r)-4-(2-methoxypropoxy)-4-(trifluoromethyl)cyclohexan-1-amine COC(COC1(CCC(CC1)N)C(F)(F)F)C